(S)-2-(tert-butoxy)-2-(4-(4-chlorophenyl)-2,3,6-trimethyl-1-((1-methyl-1H-pyrazole-4-yl)methyl)-1H-pyrrolo[2,3-b]pyridin-5-yl)acetamide C(C)(C)(C)O[C@H](C(=O)N)C=1C(=C2C(=NC1C)N(C(=C2C)C)CC=2C=NN(C2)C)C2=CC=C(C=C2)Cl